[6-(3-cyclopropyl-1,2,4-triazol-1-yl)-2-azaspiro[3.3]heptan-2-yl]-[6-[[2-ethyl-5-(trifluoromethyl)pyrazol-3-yl]methyl]-2,6-diazaspiro[3.3]heptan-2-yl]methanone C1(CC1)C1=NN(C=N1)C1CC2(CN(C2)C(=O)N2CC3(C2)CN(C3)CC=3N(N=C(C3)C(F)(F)F)CC)C1